(R)-N-(3-(((1H-1,2,3-triazol-4-yl)methyl)carbamoyl)-8-(2-chloro-5-fluorophenyl)-6-oxo-5,6,7,8-tetrahydroimidazo[1,5-a]pyrazin-1-yl)benzo[d]isothiazole-3-carboxamide N1N=NC(=C1)CNC(=O)C1=NC(=C2N1CC(N[C@@H]2C2=C(C=CC(=C2)F)Cl)=O)NC(=O)C2=NSC1=C2C=CC=C1